C(CCCCC)(=O)ON(CC(O)CC(CCCCCCCC)CCCCCCCC)CCCCCC(=O)OCCCCCCCCCC 2-octyldecyl-((6-(decyloxy)-6-oxohexyl) (2-hydroxyethyl) amino) hexanoate